COC=1C=C(C=CC1)C1=NN2C(=NC=3C=CC(=CC3C2=N1)C)N[C@@H]1CNCC1 (3S)-3-{[2-(3-methoxyphenyl)-9-methyl[1,2,4]triazolo[1,5-c]quinazolin-5-yl]amino}pyrrolidin